1-(benzyloxy)piperidin-2-imine C(C1=CC=CC=C1)ON1C(CCCC1)=N